ClC=1C(=C(C(=CC1)F)N1C2CN(CC1CC2)C(=O)C2=C(C=C(C=C2)F)Cl)O [8-(3-chloro-6-fluoro-2-hydroxy-phenyl)-3,8-diazabicyclo[3.2.1]octan-3-yl]-(2-chloro-4-fluoro-phenyl)methanone